NC1CC(CC1)C(=O)O 3-amino-cyclopentanecarboxylic acid